2-(((6aR,8R)-2-(3-fluoro-2-hydroxyphenyl)-6a-methyl-5,6,6a,7,8,9-hexahydropyrrolo[1',2':4,5]pyrazino[2,3-c]pyridazin-8-yl)oxy)-4-methylpyrimidine-5-carbaldehyde FC=1C(=C(C=CC1)C=1C=C2C(=NN1)NC[C@@]1(N2C[C@@H](C1)OC1=NC=C(C(=N1)C)C=O)C)O